OP(O)OP(O)O.C(C)(C)(C)C1=C(C(=CC(=C1)C(C)(C)C)C(C)(C)C)C(O)(C(CO)(CO)CO)C1=C(C=C(C=C1C(C)(C)C)C(C)(C)C)C(C)(C)C bis(2,4,6-tritertiary-butylphenyl)pentaerythritol diphosphite